1-(2-((3-bromo-1-methyl-1H-pyrazol-4-yl)methyl)imidazo[1,2-a]pyridin-6-yl)pyrrolidin-2-one BrC1=NN(C=C1CC=1N=C2N(C=C(C=C2)N2C(CCC2)=O)C1)C